CC1(C(N(CCOC1)CCCNC1=NC(=NC=C1C#N)NC=1C(=NN(C1)C1CC2CCC(C1)N2C)C)=O)C 4-((3-(6,6-dimethyl-5-oxo-1,4-oxazepan-4-yl)propyl)amino)-2-((3-methyl-1-(8-methyl-8-azabicyclo[3.2.1]oct-3-yl)-1H-pyrazol-4-yl)amino)pyrimidine-5-carbonitrile